3-(4-(6-((5-fluoro-4-(4-fluoro-1-isopropyl-2-methyl-1H-benzo[d]imidazol-6-yl)pyrimidin-2-yl)amino)pyridin-3-yl)piperazin-1-yl)-N-hydroxypropanamide hydrochloride salt Cl.FC=1C(=NC(=NC1)NC1=CC=C(C=N1)N1CCN(CC1)CCC(=O)NO)C=1C=C(C2=C(N(C(=N2)C)C(C)C)C1)F